CC=1SC(=C(N1)C)C=1C=CC=2N(C1)C(=NN2)[C@@H]2C[C@@H](CCC2)NC(OC(C)(C)C)=O tert-butyl N-[(1R,3S)-3-[6-(2,4-dimethylthiazol-5-yl)-[1,2,4]triazolo[4,3-a]pyridin-3-yl]cyclohexyl]carbamate